tertbutyl 4-[6-[5-(5-cyanospiro[2.3]hexan-5-yl)-1-trityl-pyrazolo[3,4-c]pyridin-3-yl]pyrimidin-4-yl]piperazine-1-carboxylate C(#N)C1(CC2(CC2)C1)C=1C=C2C(=CN1)N(N=C2C2=CC(=NC=N2)N2CCN(CC2)C(=O)OC(C)(C)C)C(C2=CC=CC=C2)(C2=CC=CC=C2)C2=CC=CC=C2